S(=O)(=O)(C1=CC=C(C)C=C1)OCC1(CC1)COC=1N=C2C=3C(=NC=CC3N1)OCCC1N2CC2CCC1N2C(=O)[O-] 13-((1-((tosyloxy) methyl) cyclopropyl) methoxy)-5,6,6a,7,8,9,10,11-octahydro-4-oxa-3,11a,12,14,15-pentaaza-7,10-methanocyclohepta[4,5]cycloocta[1,2,3-de]naphthalene-15-carboxylate